C(C)(=O)N1C[C@@H](N(C[C@H]1CC1=CC(=NC(=C1)C)C)CC1=CN=C(S1)NC(C)=O)C N-(5-(((2S,5R)-4-Acetyl-5-((2,6-dimethylpyridin-4-yl)methyl)-2-methylpiperazin-1-yl)methyl)thiazol-2-yl)acetamid